5-(4,4,5,5-tetramethyl-1,3,2-dioxaborolan-2-yl)pyrazole CC1(OB(OC1(C)C)C1=CC=NN1)C